Cis-(4aS,9bS)-3,3-dimethyl-7-(trifluoromethyl)-1,2,3,4,4a,9b-hexahydrofuro[2,3-b:4,5-b']dipyridine hydrochloride Cl.CC1(C[C@H]2[C@@H](NC1)C=1C(=NC(=CC1)C(F)(F)F)O2)C